N-(3-fluoro-7-(hydroxyimino)-8-oxo-5,6,7,8-tetrahydronaphthalen-1-yl)acetamide FC=1C=C(C=2C(C(CCC2C1)=NO)=O)NC(C)=O